N-phenyl-γ-aminopropyl-silane C1(=CC=CC=C1)NCCC[SiH3]